COC(=O)C1=CC=C(C=C1)[C@@H]1C=C(CC=N1)C=1C=NN(C1)C1CC1 (S)-6-(4-(methoxycarbonyl)phenyl)-4-(1-cyclopropyl-1H-pyrazol-4-yl)-3,6-dihydropyridine